tert-Butyl (2R,4S)-2-(((S)-1-((4-(N-((benzyloxy)carbonyl)carbamimidoyl)benzyl)amino)-1-oxopropan-2-yl)carbamoyl)-4-phenylpiperidine-1-carboxylate C(C1=CC=CC=C1)OC(=O)NC(=N)C1=CC=C(CNC([C@H](C)NC(=O)[C@@H]2N(CC[C@@H](C2)C2=CC=CC=C2)C(=O)OC(C)(C)C)=O)C=C1